8-[(1R)-1-[2-[[4-[tert-butyl(dimethyl)silyl]oxycyclohexyl]-methyl-amino]-4-fluoro-anilino]ethyl]-3,6-dimethyl-2-tetrahydropyran-4-yl-quinazolin-4-one [Si](C)(C)(C(C)(C)C)OC1CCC(CC1)N(C1=C(N[C@H](C)C=2C=C(C=C3C(N(C(=NC23)C2CCOCC2)C)=O)C)C=CC(=C1)F)C